sodium 1,2-dihydroxyanthraquinone-3-sulfonate OC1=C(C(=CC=2C(C3=CC=CC=C3C(C12)=O)=O)S(=O)(=O)[O-])O.[Na+]